BrC1=C(C=C(C=C1)C1=CC(N(C=N1)C)=O)OCOC 6-(4-bromo-3-(methoxymethoxy)phenyl)-3-methylpyrimidin-4(3H)-one